3-(1-(4-fluorophenyl)ethyl)-5-(oxazol-2-yl)-N-(2-(pyrrolidin-1-yl)ethyl)pyrazin-2-amine FC1=CC=C(C=C1)C(C)C=1C(=NC=C(N1)C=1OC=CN1)NCCN1CCCC1